(biphenyl-4-yl)-(p-terphenyl-4-yl)amine C1(=CC=C(C=C1)NC1=CC=C(C=C1)C1=CC=C(C=C1)C1=CC=CC=C1)C1=CC=CC=C1